ClC=1C=C(C(=C(C(=O)OC)C1)OC)CBr methyl 5-chloro-3-(bromomethyl)-2-methoxybenzoate